CC1=C(C=C(C=C1)N1N=CC(=N1)C)NC(=O)C=1C=NN2C1C=C(C=C2)C=2C=NN(C2)C[C@@H]2CN(CCO2)C(=O)OC(C)(C)C tert-butyl (S)-2-((4-(3-((2-methyl-5-(4-methyl-2H-1,2,3-triazol-2-yl)phenyl)carbamoyl)pyrazolo[1,5-a]pyridin-5-yl)-1H-pyrazol-1-yl)methyl)morpholine-4-carboxylate